FC(C=1C=C(C=CC1)C1=CC=C(O1)C(=O)O)(F)F 5-(3-(Trifluoromethyl)phenyl)furan-2-carboxylic acid